C(CCCCCCCCCCCCCCC)(=O)O.C(CCCCCCCCCCCCCCC)(=O)O.OCC(O)CO.OCC(O)CO diglycerol dipalmitate